FC1=C(C=C2C=CNC2=C1)C1=NC=2C=CNC(C2C(=C1)NC1=NC=C(C=C1)N1CCC(CC1)O)=O 2-(6-fluoro-1H-indol-5-yl)-4-[[5-(4-hydroxy-1-piperidyl)-2-pyridyl]amino]-6H-1,6-naphthyridin-5-one